1-(6-chloro-4-iodo-3-pyridyl)-3-[(1S)-1-(2-pyrimidin-2-yl-1,2,4-triazol-3-yl)ethyl]urea ClC1=CC(=C(C=N1)NC(=O)N[C@@H](C)C=1N(N=CN1)C1=NC=CC=N1)I